ClC1=C(C=2N=C(N=C(C2C=N1)N1CC2CCC(C1)N2C(=O)OC(C)(C)C)OCC21CCCN1CC(C2)([2H])F)F tert-butyl 3-(7-chloro-8-fluoro-2-((2-fluorotetrahydro-1H-pyrrolizin-7a(5H)-yl-2-d) methoxy) pyrido[4,3-d]pyrimidin-4-yl)-3,8-diazabicyclo[3.2.1]octane-8-carboxylate